Cl.C(C)(C)OC([C@@](CC(C)(C)C)(C1=C(C=C(C=C1)OC)F)N)=O (R)-2-amino-2-(2-fluoro-4-methoxyphenyl)-4,4-dimethylpentanoic acid isopropyl ester hydrochloride